C(#N)C=1C=NN(C1)C1=C(C=C(C=C1)NC(CC1=CC(=CC(=C1)F)F)=O)S(N)(=O)=O N-[4-(4-Cyano-1H-pyrazol-1-yl)-3-sulfamoylphenyl]-2-(3,5-difluorophenyl)acetamide